6-((3-amino-6-chloropyridazin-4-yl)ethynyl)spiro[3.3]heptane-2-carboxylic acid methyl ester COC(=O)C1CC2(C1)CC(C2)C#CC2=C(N=NC(=C2)Cl)N